FC(F)(F)SC1=CC2=C(N=CS2)C=C1 6-[(trifluoromethyl)sulfanyl]-1,3-benzothiazol